6-(4-amino-2,3-difluorophenyl)-5-(3-fluoro-4-((4-methylpyrimidin-2-yl)oxy)phenyl)-7-methyl-5H-pyrrolo[3,2-d]pyrimidin-4-amine NC1=C(C(=C(C=C1)C1=C(C=2N=CN=C(C2N1C1=CC(=C(C=C1)OC1=NC=CC(=N1)C)F)N)C)F)F